N-((8-hydroxy-5-methylquinolin-7-yl)(pyridin-3-yl)methyl)butanamide OC=1C(=CC(=C2C=CC=NC12)C)C(NC(CCC)=O)C=1C=NC=CC1